3-((4-(tert-butyl)benzyl)thio)-6-chloropyridinecarboxylic acid 2-oxo-2-phenylethyl ester O=C(COC(=O)C1=NC(=CC=C1SCC1=CC=C(C=C1)C(C)(C)C)Cl)C1=CC=CC=C1